NCCOCCOCCOCCOC1=C(C=C(C=C1)B1OC(C(O1)(C)C)(C)C)C1=CC=C2C(=CN=NC2=C1)N 7-[2-(2-{2-[2-(2-aminoethoxy)ethoxy]ethoxy}ethoxy)-5-(4,4,5,5-tetramethyl-1,3,2-dioxaborolan-2-yl)phenyl]cinnolin-4-amine